IC=1C=C(N(C)C)C=C(C1)N1CCCC1 3-iodo-N,N-dimethyl-5-(pyrrolidin-1-yl)aniline